2-chloro-5-methyl-5H-pyrrolo[3,2-d]pyrimidine ClC=1N=CC2=C(N1)C=CN2C